C[C@@H]1NC2=CC=CC=C2CC1 (S)-2-methyl-1,2,3,4-tetrahydroquinoline